C1=CC(=CC=C1O)Cl p-Chlorophenol